6-(((1R,3S,5S)-1,5-dimethyl-8-azabicyclo[3.2.1]octan-3-yl)(methyl)amino)pyridazin C[C@]12CC(C[C@](CC1)(N2)C)N(C2=CC=CN=N2)C